C(C)N(CC)CCC(C(=O)O)=C.C(C=C)(=O)OCCN(CC)CC diethylaminoethyl acrylate (diethylaminoethyl acrylate)